5-amino-3-(2-(4-(2-fluoro-4-(((3R,4R)-4-hydroxytetrahydrofuran-3-yl)oxy)phenyl)piperazin-1-yl)ethyl)-8-(furan-2-yl)thiazolo[5,4-e][1,2,4]triazolo[1,5-c]pyrimidin-2(3H)-one NC1=NC2=C(C=3N1N=C(N3)C=3OC=CC3)SC(N2CCN2CCN(CC2)C2=C(C=C(C=C2)O[C@@H]2COC[C@H]2O)F)=O